ethyl 6-tert-butyl-10-methoxy-9-(1-methyl-1H-pyrazol-5-yl)-2-oxo-6,7-dihydro-2H-pyrido[2,1-a]isoquinoline-3-carboxylate C(C)(C)(C)C1N2C(C3=CC(=C(C=C3C1)C1=CC=NN1C)OC)=CC(C(=C2)C(=O)OCC)=O